C(C=C)(=O)N1C[C@@H](CCCC1)N1C(=NC2=C1C(=CC(=C2)OC(F)(F)F)Cl)NC(C2=CC(=NC=C2)C)=O (R)-N-(1-(1-propenoylazepan-3-yl)-7-chloro-5-(trifluoromethoxy)-1H-benzo[d]imidazol-2-yl)-2-methylisonicotinamide